trans-4-((3-(1-Cyclopropyl-1H-pyrazol-4-yl)phenyl)((trans-4-(4-methoxy-3-methylphenyl)cyclohexyl)methyl) carbamoyl)cyclohexyl 3-(hydroxymethyl)azetidine-1-carboxylate OCC1CN(C1)C(=O)O[C@@H]1CC[C@H](CC1)C(N(C[C@@H]1CC[C@H](CC1)C1=CC(=C(C=C1)OC)C)C1=CC(=CC=C1)C=1C=NN(C1)C1CC1)=O